N-[(1s,4s)-4-{[6-chloro-2-(trifluoromethyl)quinolin-4-yl]amino}cyclohexyl]pyrrolidine-1-carboxamide ClC=1C=C2C(=CC(=NC2=CC1)C(F)(F)F)NC1CCC(CC1)NC(=O)N1CCCC1